ClC1=CC=C2C(=CNC2=C1C1=NC=CN=C1F)S(=O)(=O)NC1=NC(=C(C(=N1)OC)OCC(F)F)OC 6-chloro-N-[5-(2,2-difluoroethoxy)-4,6-dimethoxy-pyrimidin-2-yl]-7-(3-fluoropyrazin-2-yl)-1H-indole-3-sulfonamide